3,5,7-Trihydroxy-4'-methoxyflavanol OC1(C(OC2=CC(=CC(=C2C1)O)O)C1=CC=C(C=C1)OC)O